OC(COC=1C=C2C=CC=C(C2=CC1)C1(C2=CC=CC=C2C=2C=CC=C(C12)CCCCCCCC\C=C/CCCCCCCC(=O)N(CCO)CCO)C1=CC=CC2=CC(=CC=C12)OCC(C)O)C 9,9-bis(6-(2-hydroxypropoxy)naphthyl)fluorenemono-oleoyl-diethanolamine